BrC=1C=C(C=CC1)C1(COC1)C(O)C1=NN=CN1C (3-(3-bromophenyl)oxetan-3-yl)(4-methyl-4H-1,2,4-triazol-3-yl)-methanol